4-(tert-butyl) 6-methyl 6-(3-methoxy-3-oxopropyl)-1,4-oxazepane-4,6-dicarboxylate COC(CCC1(CN(CCOC1)C(=O)OC(C)(C)C)C(=O)OC)=O